(2'-methylsulfanylspiro[1H-acenaphthylene-2,7'-6,8-dihydro-5H-quinazoline]-4'-yl) trifluoromethanesulfonate FC(S(=O)(=O)OC1=NC(=NC=2CC3(CCC12)CC=1C=CC=C2C=CC=C3C12)SC)(F)F